5-METHYL-1H-INDOLE-7-CARBOXALDEHYDE CC=1C=C2C=CNC2=C(C1)C=O